1-(2,3,4-trifluorophenyl)ethanone FC1=C(C=CC(=C1F)F)C(C)=O